[Ti].[Fe] iron titanium salt